CC1=NC2=CC=CC(=C2C(N1C1C(NC(CC1)=O)=O)=O)C#CCCCCCCN1CCN(CC1)C1COC1 3-(2-methyl-5-(8-(4-(oxetan-3-yl)piperazin-1-yl)oct-1-yn-1-yl)-4-oxoquinazolin-3(4H)-yl)piperidine-2,6-dione